N=1NN=NC1C1=CC=C(C=C1)S(=O)(=O)NCC(=O)N 2-((4-(2H-tetrazol-5-yl)phenyl)sulfonamido)acetamide